N-cyclohexyl-2-[(5,6-diphenyl-1,2,4-triazin-3-yl)sulfanyl]-N-methyl-propanamide C1(CCCCC1)N(C(C(C)SC=1N=NC(=C(N1)C1=CC=CC=C1)C1=CC=CC=C1)=O)C